[Ta].[V] vanadium-tantalum